S1C(=NC2=C1C=CC=C2)NC(=O)C=2C=CC=C1CCN(CC21)C=2SC(=C(N2)C(=O)O)CCCOC2=C(C=C(C=C2)C#CCN(C)C)F 2-[8-(1,3-benzothiazol-2-ylcarbamoyl)-3,4-dihydro-1H-isoquinolin-2-yl]-5-[3-[4-[3-(dimethylamino)prop-1-ynyl]-2-fluorophenoxy]propyl]-1,3-thiazole-4-carboxylic acid